(1S,2S,3R,4R)-3-amino-5-(difluoromethylene)bicyclo[2.2.1]heptane-2-carboxylic acid methyl ester 2,2,2-trifluoroacetate FC(C(=O)O)(F)F.COC(=O)[C@H]1[C@@H]2CC([C@H]([C@H]1N)C2)=C(F)F